bis(2-methyl-pent-3-yl)3,14-dimethyl-7,10-dioxa-4,13-dithiahexadecanedioic acid CC(C)C(CC)C(SCCOCCOCCSC(CC(=O)O)(C)C(C(C)C)CC)(CC(=O)O)C